oxetan-3-yl-acetonitrile O1CC(C1)CC#N